CC=1C(=NC(=C(N1)C)C)N1N=C(C=C1O)C1=NC(=C(N=C1C)C)C 1,3-bis(3,5,6-trimethylpyrazin-2-yl)-1H-pyrazol-5-ol